CNC(CCCCCCCCCC)=O n-methylundecanamide